C1(CCCCC1)C1=CC=C(OC=2N=NNC2C(=O)O)C=C1 4-(4-cyclohexylphenoxy)-1H-1,2,3-triazole-5-carboxylic acid